Phenethyl Acetate (Phenylmethyl Acetate) C1(=CC=CC=C1)CCC(=O)O.C(C)(=O)OCCC1=CC=CC=C1